O=C(CC(=O)[O-])CC.[Zn+2].O=C(CC(=O)[O-])CC zinc (II) 3-oxovalerate